C1(CC1)C=1SC2=C(C(=NNC2=O)C(C)C)N1 2-cyclopropyl-4-isopropyl-6H-thiazolo[4,5-d]pyridazin-7-one